ethyl 3-(difluoromethyl)-5-(hydroxymethylene)-4-oxo-4,5,6,7-tetrahydro-1-benzofuran-2-carboxylate FC(C1=C(OC2=C1C(C(CC2)=CO)=O)C(=O)OCC)F